Cl.C1(CCCC1)N1C(C(=CC2=C1N=C(N=C2)NC2=NC=C(C=C2)N2CCNCC2)OCC(C)C)=O 8-Cyclopentyl-6-isobutoxy-2-(5-piperazin-1-yl-pyridin-2-ylamino)-8H-pyrido[2,3-d]pyrimidin-7-one hydrochloride